2-(1-(2-fluoroacryloyl)-4-(2-((1-methylpyrrolidin-2-yl)methoxy)-7-(naphthalen-1-yl)-5,6,7,8-tetrahydroquinazolin-4-yl)piperazin-2-yl)acetonitrile FC(C(=O)N1C(CN(CC1)C1=NC(=NC=2CC(CCC12)C1=CC=CC2=CC=CC=C12)OCC1N(CCC1)C)CC#N)=C